bis(triethoxysilylpropyl)tetrasulfide C(C)O[Si](OCC)(OCC)CCCSSSSCCC[Si](OCC)(OCC)OCC